oxirane mono(dihydrogenphosphate) P(=O)(O)(O)O.O1CC1